2-((2-aminopyrido[3,2-d]pyrimidin-4-yl)amino)propane-1,3-diol NC=1N=C(C2=C(N1)C=CC=N2)NC(CO)CO